COC=1C=CC=NC1OCC=1C=NC(=CC1)OC 5-methoxy-6-((6-methoxypyridin-3-yl)methoxy)pyridin